CN(C1=C2C=CC=C(C2=CC=C1)S(=O)(=O)Cl)C 5-[dimethylamino]naphthalene-1-sulfonyl chloride